C1(CCCCC1)[C@@H](C(=O)N1[C@@H](CCC1)C(=O)N[C@H](C(=O)N)C(C1=CC=CC=C1)C1=CC=CC=C1)NC([C@H](C)NC)=O (S)-2-((S)-1-((S)-2-Cyclohexyl-2-((S)-2-(methylamino)propanamido)acetyl)pyrrolidine-2-carboxamido)-3,3-diphenylpropanamide